C1(CC1)N1N=C(C(=C(C1=O)C(=O)OCC)NC)C1=CC(=CC=C1)[N+](=O)[O-] Ethyl 2-cyclopropyl-5-(methylamino)-6-(3-nitrophenyl)-3-oxo-pyridazine-4-carboxylate